Cl.N[C@H](C1=NC2=C(N1)C=C(C=C2)[C@H](NC(CC2CC(C2)(F)F)=O)C2CC2)C2CC(C2)CC(F)(F)F N-((R)-(2-((S)-amino(3-(2,2,2-trifluoroethyl)cyclobutyl)methyl)-1H-benzo[d]imidazol-6-yl)(cyclopropyl)methyl)-2-(3,3-difluorocyclobutyl)acetamide hydrochloride